C(C1=CC=CC=C1)O[C@@H]1[C@H](N(C[C@@H]([C@H]1OCC1=CC=CC=C1)OCC1=CC=CC=C1)CCC1=CC=C(C=C1)OC1=CC=CC=C1)CO ((2r,3r,4r,5s)-3,4,5-tris(benzyloxy)-1-(4-phenoxyphenethyl)piperidin-2-yl)methanol